C\C(=C/CO[C@@H]1O[C@@H](C(C([C@H]1O)=O)O)CO)\CCC=C(C)C (2R,3S,6R)-2-(((E)-3,7-dimethylocta-2,6-dien-1-yl)oxy)-3,5-dihydroxy-6-(hydroxymethyl)tetrahydro-4H-pyran-4-one